bis{2-methacryloyloxyethyl} hydrogen phosphate P(=O)(OCCOC(C(=C)C)=O)(OCCOC(C(=C)C)=O)O